BrCC=1C=C(O[C@@H](C(=O)OC)C(C)C)C=CC1Cl (R)-Methyl 2-(3-(bromomethyl)-4-chlorophenoxy)-3-methylbutanoate